4-Amino-1-(phthalazin-5-yl)-7-bromo-2-oxo-1,2-dihydroquinoline-3-carboxylic acid methyl ester COC(=O)C=1C(N(C2=CC(=CC=C2C1N)Br)C1=C2C=NN=CC2=CC=C1)=O